O[C@H]1CN(CC1)CC=O 2-((R)-3-hydroxypyrrolidin-1-yl)ethan-1-one